FC1(CCC(CC1)CNC=1N=CC2=C(N1)NC=C2C=2C=C(C=1N(C2)N=CN1)F)F N-((4,4-difluorocyclohexyl)methyl)-5-(8-fluoro-[1,2,4]triazolo[1,5-a]pyridin-6-yl)-7H-pyrrolo[2,3-d]pyrimidin-2-amine